C[C@@H]1CC[C@@H](N1)[C@@H](C=1C=C(C=CC1)O)O m-{(R)-[(2R,5R)-5-methyl-2-pyrrolidinyl]hydroxymethyl}phenol